The molecule is a dicarboxylic acid that is pyrole bearing aminomethyl, carboxymethyl and 2-carboxyethyl substituents at positions 2, 3 and 4 respectively. It has a role as a metabolite, an Escherichia coli metabolite and a mouse metabolite. It is a member of pyrroles, a dicarboxylic acid and an aralkylamino compound. It is a conjugate acid of a porphobilinogen(1-). C1=C(C(=C(N1)CN)CC(=O)O)CCC(=O)O